5-([1,2,4]triazolo[1,5-a]pyridin-7-yl)-N-(1,4-dioxaspiro[4.5]decan-8-yl)-7H-pyrrolo[2,3-d]pyrimidin-2-amine N=1C=NN2C1C=C(C=C2)C2=CNC=1N=C(N=CC12)NC1CCC2(OCCO2)CC1